3-[(6-methylpyridazin-3-yl)sulfanyl]pyridazine-4-carbonitrile CC1=CC=C(N=N1)SC=1N=NC=CC1C#N